(5-bromo-3-fluoropyridin-2-yl)methanamine TFA salt OC(=O)C(F)(F)F.BrC=1C=C(C(=NC1)CN)F